2-(5-methyl-1,3,4-oxadiazol-2-yl)ethan-1-one CC1=NN=C(O1)CC=O